N-(1-(4'-fluoro-3-(1-methyl-1H-pyrazol-3-yl)-[1,1'-biphenyl]-4-yl)cyclopropyl)acrylamide FC1=CC=C(C=C1)C1=CC(=C(C=C1)C1(CC1)NC(C=C)=O)C1=NN(C=C1)C